diaminobutyrylbenzoylamide diacetate C(C)(=O)[O-].C(C)(=O)[O-].NC(CCC(=O)[N-]C(C1=CC=CC=C1)=O)N